4,7,13-tris(4-(4,4,5,5-tetramethyl-1,3,2-dioxaborolan-2-yl)benzyl)-1,4,7,10,13,16,21,24-octaazabicyclo[8.8.8]hexacosane CC1(OB(OC1(C)C)C1=CC=C(CN2CCN3CCNCCN(CCN(CCN(CC2)CC2=CC=C(C=C2)B2OC(C(O2)(C)C)(C)C)CCNCCNCC3)CC3=CC=C(C=C3)B3OC(C(O3)(C)C)(C)C)C=C1)C